C(C)OC(=O)C1=CC(=NC(=C1)C=1N=NN(C1)C=1C(=C(C(=O)O)C=CC1)O)C=1N=NN(C1)C=1C(=C(C(=O)O)C=CC1)O 5'-((4-(ethoxycarbonyl)pyridine-2,6-diyl)bis(1H-1,2,3-triazole-4,1-diyl))bis(2-hydroxybenzoic acid)